[Cl-].C(CCCCCCC)N1C=[N+](C=C1)C 1-Octyl-3-methylimidazolium chlorid